1-(4-(((6-(2-chloro-3-(3-chloro-2-(4-((((1s,4s)-4-hydroxycyclohexyl)amino)methyl)-3-methoxyphenyl)pyridin-4-yl)phenyl)-2-methoxypyridin-3-yl)methyl)amino)piperidin-1-yl)ethan-1-one ClC1=C(C=CC=C1C1=C(C(=NC=C1)C1=CC(=C(C=C1)CNC1CCC(CC1)O)OC)Cl)C1=CC=C(C(=N1)OC)CNC1CCN(CC1)C(C)=O